(Z)-2-bromo-6-chloro-4-(prop-1-en-1-yl)pyridine BrC1=NC(=CC(=C1)\C=C/C)Cl